(5-ethyl-1-(4-methoxyphenyl)-1H-1,2,3-triazol-4-yl)methanol C(C)C1=C(N=NN1C1=CC=C(C=C1)OC)CO